C(#N)C=1C=CC2=C(N(C(=N2)N2C=NC3=C2C=C(C=C3)NS(=O)(=O)C)C3CC3)C1 N-(6'-Cyano-1'-cyclopropyl-1'H-[1,2'-bibenzo[d]imidazol]-6-yl)methanesulfonamide